N-(1-((cyclopropylmethyl)sulfonyl)piperidin-4-yl)-1-iso-propyl-1H-[1,2,3]triazolo[4,5-h]quinazolin-8-amine C1(CC1)CS(=O)(=O)N1CCC(CC1)NC1=NC=2C3=C(C=CC2C=N1)N=NN3C(C)C